C(C=C)N1C(C2=C(C(=C1)C1=CC(=C(C=C1)C(=O)N1CCOCC1)Cl)C=C(N2)C)=O 6-allyl-4-[3-chloro-4-(morpholine-4-carbonyl)phenyl]-2-methyl-1H-pyrrolo[2,3-c]pyridin-7-one